C1(CC1)C=1C(=NSC1C(=O)NC=1C=C2C(=NC1)N(N=C2)C)C2=CC=CC=C2 4-CYCLOPROPYL-N-(1-METHYL-1H-PYRAZOLO[3,4-B]PYRIDIN-5-YL)-3-PHENYLISOTHIAZOLE-5-CARBOXAMIDE